tert-Butyl 3-{2-[(S)-acetamido(4-methylcyclohexyl)methyl]-4-fluoro-1H-benzimidazol-5-yl}morpholine-4-carboxylate C(C)(=O)N[C@H](C1=NC2=C(N1)C=CC(=C2F)C2N(CCOC2)C(=O)OC(C)(C)C)C2CCC(CC2)C